C1(CCCCC1)ON1C(CC(CC1(C)C)N(C1=NC(=NC(=N1)N(CCCC)C1CC(N(C(C1)(C)C)OC1CCCCC1)(C)C)Cl)CCCC)(C)C 2,4-bis[(1-cyclohexyloxy-2,2,6,6-tetramethyl-piperidine-4-yl)-butylamino]-6-chloro-S-triazine